Ethyl (S)-2-methyl-4-(((2R,4aS,6S,7aR)-6-(5-methyl-2,4-dioxo-3,4-dihydropyrimidin-1(2H)-yl)-2-oxidotetrahydro-4H-furo[3,2-d][1,3,2]dioxaphosphinin-2-yl)oxy)butanoate C[C@H](C(=O)OCC)CCO[P@@]1(OC[C@H]2[C@H](O1)C[C@H](O2)N2C(NC(C(=C2)C)=O)=O)=O